CC1=NN=C(O1)C=O (5-methyl-1,3,4-oxadiazol-2-yl)methanone